(3S)-N-[(1S)-1-cyano-2-[2-fluoro-4-(3-methyl-2-oxo-1,3-benzoxazol-5-yl)phenyl]ethyl]azocane-3-carboxamide C(#N)[C@H](CC1=C(C=C(C=C1)C=1C=CC2=C(N(C(O2)=O)C)C1)F)NC(=O)[C@@H]1CNCCCCC1